3-(((2s,3s,4r)-3-ethyl-4-fluoro-5-oxopyrrolidin-2-yl)methoxy)-5-methoxythieno[3,2-b]pyridine-6-carboxamide C(C)[C@H]1[C@H](NC([C@@H]1F)=O)COC1=CSC=2C1=NC(=C(C2)C(=O)N)OC